CS(=O)(=O)OCCN1N=C2C=C(C(=CC2=C1)NC(=O)C=1C=NN2C1N=CC=C2)OC 2-[6-Methoxy-5-(pyrazolo[1,5-a]pyrimidine-3-carbonylamino)indazol-2-yl]ethyl methanesulfonate